N(=C=S)CC=1OC=CC1 2-(isothiocyanatomethyl)furan